2,4-dichloro-(3-propylphenethyl)-1H-1,2,4-triazole ClN1N(CN(C1)Cl)CCC1=CC(=CC=C1)CCC